OC1=C(C(=C(C=C1)C1=CC(=CC=C1)C(=O)O)O)C(=O)O dihydroxyl-3,3'-biphenyl-dicarboxylic acid